N1(CCCC2=CC=CC=C12)C1=NC=2N(C3=CC=CC=C13)C=NN2 5-(3,4-dihydroquinolin-1(2H)-yl)-[1,2,4]triazolo[4,3-a]quinazoline